Methyl 3-((6-cyano-4-(((2R,4R)-2-methyltetrahydro-2H-pyran-4-yl)amino)quinolin-3-yl)amino)-3-oxopropanoate C(#N)C=1C=C2C(=C(C=NC2=CC1)NC(CC(=O)OC)=O)N[C@H]1C[C@H](OCC1)C